1-(2-Fluoro-4-((3R,4R)-7-hydroxy-3-(tetrahydro-2H-pyran-4-yl)benzopyran-4-yl)phenyl)piperidine-4-Formaldehyde FC1=C(C=CC(=C1)C1=C(COC2=C1C=CC(=C2)O)C2CCOCC2)N2CCC(CC2)C=O